C[SiH](OCC(CCC)C)C dimethyl-2-methyl-pentoxysilane